C(C)(C)(C)OC(=O)N[C@@]1(CN(CC1)C1=C(C(=NC=C1C(=O)OCC)C#N)Cl)C ethyl (S)-4-(3-((tert-butoxycarbonyl)amino)-3-methylpyrrolidin-1-yl)-5-chloro-6-cyanonicotinate